1,1,2,2-tetrafluorobutanesulfonate FC(C(CC)(F)F)(S(=O)(=O)[O-])F